N-[(1S)-1-(2,3-dichloro-6-hydroxyphenyl)ethyl]-2-hydroxyacetamide ClC1=C(C(=CC=C1Cl)O)[C@H](C)NC(CO)=O